(3S,5R,8R,9S,10S,13R,14S,17R)-14-hydroxy-10,13-dimethyl-17-(2-oxo-2H-pyran-5-yl)hexadecahydro-1H-cyclopenta[a]phenanthren-3-yl piperazine-1-carboxylate N1(CCNCC1)C(=O)O[C@H]1CC[C@@]2([C@H]3CC[C@@]4([C@H](CC[C@@]4([C@@H]3CC[C@@H]2C1)O)C=1C=CC(OC1)=O)C)C